2-cinnamyl-1-phenyl-3-(p-tolyl)propane-1,3-dione C(C=CC1=CC=CC=C1)C(C(=O)C1=CC=CC=C1)C(=O)C1=CC=C(C=C1)C